COC(C=1N=CC(=NC1)C(=O)[O-])OC.[Na+] sodium 5-(dimethoxymethyl)-pyrazinecarboxylate